N-(4-((2-(3-oxa-8-azabicyclo[3.2.1]octan-8-yl)pyrimidin-5-yl)oxy)-3-methylphenyl)-3-methoxycyclobutanecarboxamide C12COCC(CC1)N2C2=NC=C(C=N2)OC2=C(C=C(C=C2)NC(=O)C2CC(C2)OC)C